OC1CC(C1)OS(=O)(=O)C1=CC=C(C=C1)C 4-methylbenzenesulfonic acid (3-hydroxycyclobutyl) ester